COCC1C2CCC(CC1)N2 2-(methoxymethyl)-8-azabicyclo[3.2.1]octane